7-bromo-1-(4-fluoro-3-methyl-phenyl)-5-hydroxy-2-methyl-indole-3-carbonitrile BrC=1C=C(C=C2C(=C(N(C12)C1=CC(=C(C=C1)F)C)C)C#N)O